4-(3,5-bis(methoxycarbonyl)benzyl)-4-(methoxycarbonyl)cyclopentane COC(=O)C=1C=C(CC2(CCCC2)C(=O)OC)C=C(C1)C(=O)OC